Cl.CC1=C(CC2OC(C3=CC(=CC=C23)N2CCNCC2)=O)C=CC(=C1)C(F)(F)F 3-(2-methyl-4-(trifluoromethyl)benzyl)-6-(piperazin-1-yl)isobenzofuran-1(3H)-one hydrochloride